N7-[(2,2-dimethylcyclopropyl)methyl]-2-(methoxymethyl)pyrazolo[1,5-a]pyrimidine-3,7-dicarboxamide CC1(C(C1)CNC(=O)C1=CC=NC=2N1N=C(C2C(=O)N)COC)C